OCCN1CCN(CC1)C1=CC(=NC=2N1N=C(C2C2=CC=CC=C2)C)C=2C=C(C=CC2)CCCC(=O)N2CCN(CC2)CCCN2CCCCC2 4-(3-(7-(4-(2-Hydroxyethyl)piperazin-1-yl)-2-methyl-3-phenylpyrazolo[1,5-a]-pyrimidin-5-yl)phenyl)-1-(4-(3-(piperidin-1-yl)propyl)piperazin-1-yl)butan-1-one